BrC=1N=C(C(=NC1)N1C(NC2=C1C(=CC=C2)C)=O)C 3-(5-bromo-3-methyl-pyrazin-2-yl)-4-methyl-1H-benzimidazol-2-one